2-(thiophen-2-yl)ethane-1-amine S1C(=CC=C1)CCN